2,4-bis(4-methylphenyl)benzotriazole CC1=CC=C(C=C1)N1N=C2C(=N1)C=CC=C2C2=CC=C(C=C2)C